CCCCC/C=C\\C/C=C\\CCCCCCCC(=O)C[C@H](CO)OC(=O)C The molecule is a long-chain primary fatty alcohol that is henicosan-1-ol which carries an acetoxy group at position 2, keto group at position 4, and two double bonds at positions 12 and 15. It is a long-chain primary fatty alcohol, an acetate ester and a ketone.